C(C1=CC=CC=C1)OC(=O)C=1C(NC2=NC=C(C=C2C1O)Br)=O.FC1=C(C(=C(C(=C1F)F)O)F)C1=CC(=C(C=C1F)O)CC(=O)N (2',3',4',6,6'-pentafluoro-4,5'-dihydroxy-[1,1-biphenyl]-3-yl)acetamide benzyl-6-bromo-4-hydroxy-2-oxo-1,2-dihydro-1,8-naphthyridine-3-carboxylate